2,2,3,3,3-pentafluoropropylmethyl ether FC(COC)(C(F)(F)F)F